α-isobutylstyrene C(C(C)C)C(=C)C1=CC=CC=C1